C(CC(C)=NO)(=O)[O-] acetoacetate-oxime